sodium (2S)-2-(4-chlorophenoxy)-5-methylhexanoate ClC1=CC=C(O[C@H](C(=O)[O-])CCC(C)C)C=C1.[Na+]